COC=1C=C2C(C=C(O2)C=2N=C3N(C=C(C=C3)C)C2)=C(C1)O 6-methoxy-2-(6-methylimidazo[1,2-a]pyridin-2-yl)benzofuran-4-ol